NCC=1C=NC(=NC1)C1=C(C=C(C#N)C=C1)CN1C(=NC(=C1)C(F)(F)F)C 4-[5-(aminomethyl)pyrimidin-2-yl]-3-[[2-methyl-4-(trifluoromethyl)imidazol-1-yl]methyl]benzonitrile